(R)-tert-butyl 2-(3-(tert-butoxycarbonyl)-4-(5-(ethoxycarbonyl)pyrimidin-2-yl)piperazin-1-yl)-7,8-dihydropyrido[4,3-d]pyrimidine-6(5H)-carboxylate C(C)(C)(C)OC(=O)[C@H]1CN(CCN1C1=NC=C(C=N1)C(=O)OCC)C=1N=CC2=C(N1)CCN(C2)C(=O)OC(C)(C)C